CC=1N=C2N(N=C(C=C2C)C2=CC3=C(N=C(S3)C3CCNCC3)S2)C1 4-(5-[2,8-dimethylimidazo[1,2-b]pyridazin-6-yl]thieno[2,3-d][1,3]thiazol-2-yl)piperidine